5-(3-(4-((3-chloro-4-(trifluoro-methoxy)benzyl)amino)butoxy)azetidin-1-yl)benzo[c][2,6]naphthyridine ClC=1C=C(CNCCCCOC2CN(C2)C2=NC3=C(C4=CN=CC=C24)C=CC=C3)C=CC1OC(F)(F)F